(4-(1-(2-(4,4-difluoropiperidin-1-yl)-6-methylpyrimidin-4-yl)-1H-1,2,3-triazol-4-yl)-3-(6-azaspiro[2.5]oct-6-yl)phenyl)-2-hydroxyethanesulfonamide FC1(CCN(CC1)C1=NC(=CC(=N1)N1N=NC(=C1)C1=C(C=C(C=C1)C(CO)S(=O)(=O)N)N1CCC2(CC2)CC1)C)F